Ethyl 2-phenyl-5,6,7,8-tetrahydropyrazolo[5,1-b][1,3]oxazepine-3-carboxylate C1(=CC=CC=C1)C1=NN2C(OCCCC2)=C1C(=O)OCC